tert-butyl ((2r,3aR,6aS)-5-oxooctahydropentalen-2-yl)carbamate O=C1C[C@H]2CC(C[C@H]2C1)NC(OC(C)(C)C)=O